CCCCC=CCCCCCCCC 5-Tetradecene